5-(2-{5-chloro-2-oxo-1,2-dihydrospiro[indole-3,4'-piperidin]-1'-yl}ethoxy)-2,3-dihydro-1λ6-benzothiophene-1,1-dione ClC=1C=C2C(=CC1)NC(C21CCN(CC1)CCOC=1C=CC2=C(CCS2(=O)=O)C1)=O